C12CNCC2C1C1=NN(C2=C1C=NC(=C2F)C2=CC(=CC1=CC=C(C(=C21)C#C)F)O)C2C(C2)(F)F 4-[3-(3-azabicyclo[3.1.0]hexan-6-yl)-1-(2,2-difluorocyclopropyl)-7-fluoro-pyrazolo[4,3-c]pyridin-6-yl]-5-ethynyl-6-fluoro-naphthalen-2-ol